C(CCC)C1CC=C(CC1)C=CC(CC(=O)[O-])CC(=O)[O-].OCC(C[NH3+])O.OCC(C[NH3+])O 1,2-dihydroxy-3-propyl-ammonium 3-(4-butylcyclohex-1-en-1-yl)prop-2-ene-1,1-diyl-diacetate